titanium tetra(oleate) C(CCCCCCC\C=C/CCCCCCCC)(=O)[O-].C(CCCCCCC\C=C/CCCCCCCC)(=O)[O-].C(CCCCCCC\C=C/CCCCCCCC)(=O)[O-].C(CCCCCCC\C=C/CCCCCCCC)(=O)[O-].[Ti+4]